N-[[(2R,5S)-3-oxo-2-(4-phenoxyphenyl)-1,4-thiazepan-5-yl]methyl]-2-pyrimidin-2-yl-acetamide O=C1[C@H](SCC[C@H](N1)CNC(CC1=NC=CC=N1)=O)C1=CC=C(C=C1)OC1=CC=CC=C1